(E)-5-(3,5-difluorobenzyl)-3-styryl-1H-indazole FC=1C=C(CC=2C=C3C(=NNC3=CC2)\C=C\C2=CC=CC=C2)C=C(C1)F